ClC=1C(=CC(=NC1)OC)C1=CC(=NN1)C(=O)N1CCC(CC1)C(=O)NCC1=CC=C2C=NN(C2=C1)C 1-(5-(5-chloro-2-methoxypyridin-4-yl)-1H-pyrazole-3-carbonyl)-N-((1-methyl-1H-indazol-6-yl)methyl)piperidine-4-carboxamide